FC(C(C(C(F)(F)F)(F)F)(F)F)(S(=O)(=O)[O-])F.C1(=CC=CC=C1)[S+](C1=CC=CC=C1)C1=CC=CC=C1 triphenylsulfonium perfluorobutylsulfonate salt